C(C)N(C(=O)C1=C(C=CC(=C1)F)C1=C2C=NN(C2=CC(=C1)C1(CN(C1)C(=O)OC(C)(C)C)O)C)C(C)C tert-Butyl 3-(4-{2-[ethyl(isopropyl)carbamoyl]-4-fluorophenyl}-1-methyl-1H-indazol-6-yl)-3-hydroxyazetidine-1-carboxylate